FC=1C(=CC2=C(C(NC=3CNC[C@@H](C23)N(C(=O)C=2C=C3C=CC=C(N3C2)C(F)F)C)=O)C1)F (R)-N-(8,9-difluoro-6-oxo-1,2,3,4,5,6-hexahydrobenzo[c][1,7]naphthyridin-1-yl)-5-(difluoromethyl)-N-methylindolizine-2-carboxamide